C(C1=CC=CC=C1)OC1CN(CCOC1)C=1C(=NC(=CC1)Cl)CN(C)C 1-(3-(6-(benzyloxy)-1,4-oxazepan-4-yl)-6-chloropyridin-2-yl)-N,N-dimethylmethylamine